C(C)(C)(C)C1=CC=CC=C1 4-tertiary butylbenzene